6-Fluoro-4-((((1R,2S)-2-hydroxycyclopentyl)amino)methyl)benz[cd]indol-2(1H)-one FC=1C=2C3=C(C(NC3=CC1)=O)C=C(C2)CN[C@H]2[C@H](CCC2)O